O=C1N(CCC(N1)=O)C=1C=C(C(=O)N2CCC3(CC2)CCC(CC3)C=O)C=CC1OC 3-(3-(2,4-dioxotetrahydropyrimidin-1(2H)-yl)-4-methoxybenzoyl)-3-azaspiro[5.5]undecane-9-carbaldehyde